CC1N(CCC2=CC=CC=C12)CC=1OC=C(C(C1)=O)OCC1=CC=C(C=C1)C(=O)N1CCCC1 2-((1-methyl-3,4-dihydroisoquinolin-2(1H)-yl)methyl)-5-((4-(pyrrolidine-1-carbonyl)benzyl)oxy)-4H-pyran-4-one